OC1=CC(N(C=C1C(=O)OC)N1CCN(CC1)C(=O)OC(C)(C)C)=O 4-(4-hydroxy-5-(methoxycarbonyl)-2-oxopyridin-1(2H)-yl)piperazine-1-carboxylic acid, Tert-butyl ester